phenylurea C1(=CC=CC=C1)NC(=O)N